(S)-N-((S)-3-chloro-5,6-dihydroisoquinolin-5-yl)-2-methylpropane-2-sulfinamide ClC=1N=CC=2C=CC[C@@H](C2C1)N[S@@](=O)C(C)(C)C